4-(4-bromophenyl)-1-p-toluenesulfonyl-5,6-dihydropyridin-2(1H)-one BrC1=CC=C(C=C1)C1=CC(N(CC1)S(=O)(=O)C1=CC=C(C)C=C1)=O